N-(4-(4-aminocyclohexyl)-1-p-toluenesulfonyl-1H-pyrrolo[2,3-b]pyridin-6-yl)cyclopropylcarboxamide NC1CCC(CC1)C1=C2C(=NC(=C1)NC(=O)C1CC1)N(C=C2)S(=O)(=O)C2=CC=C(C)C=C2